1-(4-((4,6-dichloro-1,3,5-triazin-2-yl)amino)piperidin-1-yl)ethan-1-one ClC1=NC(=NC(=N1)Cl)NC1CCN(CC1)C(C)=O